CC=1C=C2C(C=C(OC2=C(C1)C(C)NC1=C(C(=O)O)C=CC=C1)C1=CC=C2C(=N1)NN=C2)=O 2-[1-[6-Methyl-4-oxo-2-(1H-pyrazolo[3,4-b]pyridin-6-yl)chromen-8-yl]ethylamino]benzoic acid